(2R,5S)-2-acetyl-5-[[2-(4-chloro-3-fluoro-phenoxy)acetyl]amino]piperidine-1-carboxylic acid tert-butyl ester C(C)(C)(C)OC(=O)N1[C@H](CC[C@@H](C1)NC(COC1=CC(=C(C=C1)Cl)F)=O)C(C)=O